2-chloro-5-(fluoromethyl)-N-(4-methoxybenzyl)pyridine-4-Amine ClC1=NC=C(C(=C1)NCC1=CC=C(C=C1)OC)CF